C(C)(C)(C)OC(=O)N1C(CCCC1)C1=NC(=CC=C1)OCC1=CC=C(C=2C=COC21)Cl (6-((4-chlorobenzofuran-7-yl)methoxy)pyridin-2-yl)piperidine-1-carboxylic acid tert-butyl ester